NC=1C=2N(C=CN1)C(=NC2Br)N2CC1(CCNC1=O)CCC2 7-(8-amino-1-bromoimidazo[1,5-a]pyrazin-3-yl)-2,7-diazaspiro[4.5]decan-1-one